CCCCCCCCCCCCCCCCCC(C(=O)N[C@@H](COP(=O)([O-])OCC[N+](C)(C)C)[C@@H]([C@@H](CCCCCCCCCCC(C)C)O)O)O The molecule is an N-acyl-4-hydroxy-15-methylhexadecasphinganine-1-phosphocholine in which the acyl group has 19 carbons and 0 double bonds and is 2-hydroxylated. It is a N-acyl-4-hydroxy-15-methylhexadecasphinganine-1-phosphocholine and a 15-methylhexadecaphytosphingosine.